FC1=C(C=CC(=C1)F)C1N(N2C(N=CC=C2)=C1)[C@H]1C(NC2=C(C(=N1)C1=CC=CC=C1)C=CC=C2)=O 2-(2,4-difluorophenyl)-N-[(3S)-2-oxo-5-phenyl-1,3-dihydro-1,4-benzodiazepin-3-yl]pyrazolo[1,5-a]pyrimidine